rel-(S)-N-(2,6-dichloro-2'-(trifluoromethoxy)-[1,1'-biphenyl]-4-yl)-2-(4-(ethylsulfonyl)phenyl)-3-methoxypropionamide ClC1=C(C(=CC(=C1)NC([C@H](COC)C1=CC=C(C=C1)S(=O)(=O)CC)=O)Cl)C1=C(C=CC=C1)OC(F)(F)F |o1:9|